4-FLUOROPHENYLGLYOXAL HYDRATE O.FC1=CC=C(C=C1)C(=O)C=O